4-nitrophenyl 6-methyl-3-phenyl-1,2,4,5-tetrazin-1(4H)-carboxylate CC1=NNC(=NN1C(=O)OC1=CC=C(C=C1)[N+](=O)[O-])C1=CC=CC=C1